2-[(2-chloro-6-fluoro-benzoyl)amino]-4-[4-(5,6,7,8-tetrahydro-1,8-naphthyridin-2-yl)butoxy]butanoic acid ClC1=C(C(=O)NC(C(=O)O)CCOCCCCC2=NC=3NCCCC3C=C2)C(=CC=C1)F